[O-]C(=O)C(F)(F)F.C(=O)(O)C1=CC(=C(C(=O)O)C=C1C)C1=C2C(=CC(C=C2)=[N+](C)C)[Si]2(CCCCC2)C2=C1C=CC(=C2)N(C)C 4-carboxy-2-(7-(dimethylamino)-3-(dimethyliminio)-3H-spiro[dibenzo[b,e]siline-5,1'-silinan]-10-yl)-5-methylbenzoate TFA salt